octadienyl-TMS-propargyl alcohol C(=CC=CCCCC)C(C#C)([Si](C)(C)C)O